(2R,3S,5R)-5-(6-Amino-2-fluoro-9H-purin-9-yl)-2-ethynyl-2-((((S)-(((S)-1-isopropoxy-1-oxopropan-2-yl)amino)(phenoxy)phosphoryl)oxy) methyl)tetrahydrofuran-3-yl dodecanoate C(CCCCCCCCCCC)(=O)O[C@@H]1[C@](O[C@H](C1)N1C2=NC(=NC(=C2N=C1)N)F)(CO[P@](=O)(OC1=CC=CC=C1)N[C@H](C(=O)OC(C)C)C)C#C